(2S,3S)-1-(4,6-bis(trifluoromethyl)pyridin-2-yl)-N-(4-fluorophenyl)-3-hydroxy-N-methylpyrrolidine-2-carboxamide FC(C1=CC(=NC(=C1)C(F)(F)F)N1[C@@H]([C@H](CC1)O)C(=O)N(C)C1=CC=C(C=C1)F)(F)F